3-(2-aminoethyl)cyclopentan-1-ol NCCC1CC(CC1)O